BrCCCC1=CC=C(C=C1)C=1OC=2C3=C(C=CC2C(C1OCOC)=O)OC(O3)(C3=CC=CC=C3)C3=CC=CC=C3 8-(4-(3-Bromopropyl)phenyl)-7-(methoxymethoxy)-2,2-diphenyl-6H-[1,3]-dioxolo[4,5-h]chromen-6-one